ClC=1C=CC(=C(C1)C1=CC(N(C=C1OC)C(C(=O)NC1=CC(=C(C(=O)O)C=C1)F)CC1=CC=CC=C1)=O)N1N=NC(=C1)C(F)(F)F 4-(2-(4-(5-chloro-2-(4-(trifluoromethyl)-1H-1,2,3-triazole-1-yl)phenyl)-5-methoxy-2-oxopyridin-1(2H)-yl)-3-phenylpropionamido)-2-fluorobenzoic acid